7-(diethylamino)-2-oxo-6-(phenylethynyl)-2H-chromene C(C)N(C1=C(C=C2C=CC(OC2=C1)=O)C#CC1=CC=CC=C1)CC